ClC1=CC=C(C=C1)N1N=CC(=C1C)C(=O)O 1-(4-chlorophenyl)-5-methyl-1H-pyrazole-4-carboxylic acid